ClC1=C(C=CC(=C1)N1CC2=CC=C(C=C2CC1)F)NC(CC(C)(C)C)=O N-[2-chloro-4-(6-fluoro-3,4-dihydro-1H-isoquinolin-2-yl)-phenyl]-3,3-dimethylbutanamide